(2-aminopyridin-3-yl)ethan-1-one NC1=NC=CC=C1C(C)=O